tert-butyl (2S,4R)-2-((3-amino-6-bromopyridin-2-yl)carbamoyl)-4-fluoropyrrolidine-1-carboxylate NC=1C(=NC(=CC1)Br)NC(=O)[C@H]1N(C[C@@H](C1)F)C(=O)OC(C)(C)C